ClC=1C=CC(=NC1)C1(OC2=C(O1)C=CC=C2C2CCC(OC2)CC2=NC=1C(=NC(=CC1)C(=O)O)N2C[C@H]2OCC2)C 2-((5-(2-(5-chloropyridin-2-yl)-2-methylbenzo[d][1,3]dioxol-4-yl)tetrahydro-2H-pyran-2-yl)methyl)-3-(((S)-oxetan-2-yl)methyl)-3H-imidazo[4,5-b]pyridine-5-carboxylic acid